C(#N)C1=CC(=CC=2N=C(OC21)C=2C(=C(C=CC2)C2=C(C(=CC=C2)NC=2N=CC=C1C=C(C=NC21)CN2C[C@@H](CC2)C(=O)O)C)C)C=O (R)-1-((8-(3'-(7-cyano-5-formylbenzo[d]oxazol-2-yl)-2,2'-dimethylbiphenyl-3-ylamino)-1,7-naphthyridin-3-yl)methyl)pyrrolidine-3-carboxylic acid